FC(C(=O)O)(F)F.ClC=1C=CC(=C(C1)C=1N=CN(C(C1)=O)[C@H]1CCC[C@H](C(NC=2C=NN(C2C=2C=CN=C1C2)C)=O)C)C2=CC=CC=C2 (9R,13S)-13-[4-(5-Chloro-2-phenylphenyl)-6-oxo-1,6-dihydropyrimidin-1-yl]-3,9-dimethyl-3,4,7,15-tetraazatricyclo[12.3.1.02,6]octadeca-1(18),2(6),4,14,16-pentaen-8-one trifluoroacetate